2,3-dihydroxypropyl-carbamodithioic acid OC(CNC(=S)S)CO